2,5-dihydroxy-4-(4-sulfophenylaminocarbonyl)benzenesulfonic acid OC1=C(C=C(C(=C1)C(=O)NC1=CC=C(C=C1)S(=O)(=O)O)O)S(=O)(=O)O